2-amino-2-methylethanethiol NC(CS)C